C1(=CC=CC=C1)C1(C2=CC=CC=C2C=2C=CC=CC12)O 9-phenyl-9-hydroxy-fluorene